6-fluoro-2-(4-(3-chloropropyloxy)phenyl)-3-methoxy-1-methylquinolin-4(1H)-one FC=1C=C2C(C(=C(N(C2=CC1)C)C1=CC=C(C=C1)OCCCCl)OC)=O